FC1=C(C=CC(=C1)I)NC1=C(C(=O)NC2CN(C2)CCCC(=O)O)C=CN=C1 4-(3-(3-((2-fluoro-4-iodophenyl)amino)isonicotinamido)azetidin-1-yl)butanoic acid